1-methyldimethoxysilyl-6-(4-methylpiperazin-1-yl)(trimethoxysilylpropylamino)methylsilylhexane C[Si](C(CCCCCN1CCN(CC1)C)[SiH2]CNCCC[Si](OC)(OC)OC)(OC)OC